beta-alanine succinate C(CCC(=O)O)(=O)O.NCCC(=O)O